4'-((4-(diethylcarbamoyl)pyridin-2,6-diyl)bis(1H-1,2,3-triazole-4,1-diyl))bis(2-(trifluoromethyl)benzoic acid) C(C)N(C(=O)C1=CC(=NC(=C1)C=1N=NN(C1)C=1C(=C(C(=O)O)C=CC1)C(F)(F)F)C=1N=NN(C1)C=1C(=C(C(=O)O)C=CC1)C(F)(F)F)CC